imidazo[1,5-a]pyrimidine-8-carboxylic acid N=1C=2N(C=CC1)C=NC2C(=O)O